COC=1C=C(N=NC1OC=1C=NC=CC1)C1=CC=C(C=O)C=C1 4-{5-methoxy-6-[(pyridin-3-yl)oxy]pyridazin-3-yl}benzaldehyde